3-(1,1-difluoro-2-(4-methyl-4H-1,2,4-triazol-3-yl)ethyl)aniline FC(CC1=NN=CN1C)(F)C=1C=C(N)C=CC1